ethyl 4-(3-fluorophenyl)-1-(5-(isopropylthio)-4-(4-(trifluoromethyl) cyclohex-1-en-1-yl) thiazol-2-yl)-3-methyl-1H-pyrazole-5-carboxylate FC=1C=C(C=CC1)C=1C(=NN(C1C(=O)OCC)C=1SC(=C(N1)C1=CCC(CC1)C(F)(F)F)SC(C)C)C